FC1(C(CNC1)C(=O)N1CCN(CC1)C1=NC=C(C#N)C=C1)F 6-(4-(4,4-difluoropyrrolidine-3-carbonyl)piperazin-1-yl)nicotinonitrile